(1R,4R)-1-(5,6-difluoro-N-methyl-1H-indole-2-carboxamido)-8,9-difluoro-6-oxo-1,4,5,6-tetrahydro-2H-pyrano[3,4-c]isoquinolin-4-yl 2-ethylbutanoate C(C)C(C(=O)O[C@H]1OC[C@@H](C2=C1NC(C=1C=C(C(=CC21)F)F)=O)N(C(=O)C=2NC1=CC(=C(C=C1C2)F)F)C)CC